C(C)(C)N(C=1N=CC(=NC1C#C[Si](C(C)C)(C(C)C)C(C)C)C(=O)N)C 5-(isopropyl-(methyl)amino)-6-((triisopropylsilyl)ethynyl)pyrazine-2-carboxamide